BrC1=C(C=CC=C1)C1CC(C(C(C1)=O)=CNCCN1CCN(CC1)CC(=O)NC1=CC=C(C=C1)C)=O 2-(4-(2-(((4-(2-bromophenyl)-2,6-dioxocyclohexylidene)methyl)amino)ethyl)piperazin-1-yl)-N-(p-tolyl)acetamide